FC(C1=CC=C(C=C1)C1CCN(CC1)C(=O)C1=CC(=CC=C1)C1(COC1)OC([2H])([2H])[2H])F (4-(4-(difluoromethyl)phenyl)piperidin-1-yl)(3-(3-(methoxy-d3)oxetan-3-yl)phenyl)methanone